BrC=1C(=CC2=C(N(C(N2)=O)[C@@H]2CN(CCC2)C(=O)OC(C)(C)C)C1)F tert-butyl (S)-3-(6-bromo-5-fluoro-2-oxo-2,3-dihydro-1H-benzo[d]imidazole-1-yl)piperidine-1-carboxylate